CNCCN1N=C(C=2C1=NC=NC2N)C2=CC=C(C=C2)OC2=CC=CC=C2 1-(2-(methylamino)ethyl)-3-(4-phenoxyphenyl)-1H-pyrazolo[3,4-d]pyrimidin-4-amine